5-carbazolate C1=CC=CC=2C=3C(=CC=CC3NC12)C(=O)[O-]